N,N-dimethylethanolamine sodium [Na].CN(CCO)C